C(#N)C1=NC(=NS1)C 5-cyano-3-methyl-1,2,4-thiadiazole